4-methyl-butene-1,4-sultone CC1CC=CS(=O)(=O)O1